C(O)(=O)OC[C@@H]1[C@](C([C@@H](O1)N1C(=O)NC(N)(C=C1)C(=O)OC(C)(C)C)(F)F)(O)C(=O)OC(C)(C)C 3',4-bis(t-butoxycarbonyl)-2'-deoxy-2',2'-difluorocytidine-5'-carbonate